C1(CCCC1)C#CC1=CC=C(OC2=C(N=NN2)C(=O)O)C=C1 5-(4-(2-Cyclopentylethynyl)phenoxy)-1,2,3-triazole-4-carboxylic acid